O=C1NC(CCC1C1=NN(C2=C(C=CC=C12)NC[C@H]1CN(CC1)C(=O)OC(C)(C)C)C)=O tert-butyl (3S)-3-(((3-(2,6-dioxopiperidin-3-yl)-1-methyl-1H-indazol-7-yl)amino)methyl)pyrrolidine-1-carboxylate